BrC1=C(C=CC(=C1)C(C)(C)C)NC1=C(C=C(C=C1)C(C)(C)C)Br bis(2-bromo-4-tert-butylphenyl)amine